CN(CCOC1=CC=C(NC=2N=CC3=C(N2)N(C(C(=C3)N3CCN(C2=C(C=CC=C32)C)C(=O)OC(C)(C)C)=O)C3COC3)C=C1)C tert-butyl 4-[2-[4-[2-(dimethylamino)ethoxy]anilino]-8-(oxetan-3-yl)-7-oxo-pyrido[2,3-d]pyrimidin-6-yl]-8-methyl-2,3-dihydroquinoxaline-1-carboxylate